8-[3-chloro-5-(2,6-difluorophenyl)-6H-pyrazolo[1,5-a][1,3,5]benzotriazepin-9-yl]-3-oxa-8-azabicyclo[3.2.1]octane ClC=1C=NN2C1N=C(NC1=C2C=C(C=C1)N1C2COCC1CC2)C2=C(C=CC=C2F)F